(R)-2-(2-((tert-Butoxycarbonyl)amino)-3-phenylpropoxy)-6-methoxybenzoic acid C(C)(C)(C)OC(=O)N[C@@H](COC1=C(C(=O)O)C(=CC=C1)OC)CC1=CC=CC=C1